9-Methyl-1-(thiophen-3-yl)-3-(trifluoromethyl)-3H-pyrrolo[1,2-a]indol-3-ol CC1=C2N(C=3C=CC=CC13)C(C=C2C2=CSC=C2)(O)C(F)(F)F